C(CCCCCCC)NC(C=C)=O N-n-octyl-acrylamide